2-hydroxy-7-methoxy-5-methyl-naphthalene OC1=CC2=CC(=CC(=C2C=C1)C)OC